5,5,5-trifluoro-4-hydroxy-N-isopropylpentanamide FC(C(CCC(=O)NC(C)C)O)(F)F